O1CCN(CC1)C1CCN(CC1)C(=O)OC=1C=CC=2C=CC3=CC=CC=C3C2C1 phenanthren-3-yl 4-morpholinopiperidine-1-carboxylate